S1C(N(C=C1)[2H])N thiazol-2-amine-3-d